C1(CCC1)NC1=NC=CC(=C1)C(=O)NC[C@@H](O)[C@H]1N(CC2=CC(=CC=C2C1)OCC1=C(N=CO1)C)C(=O)OC(C)(C)C tert-butyl (3S)-3-[(1R)-2-[[2-(cyclobutylamino)pyridine-4-carbonyl]amino]-1-hydroxy-ethyl]-7-[(4-methyloxazol-5-yl)methoxy]-3,4-dihydro-1H-isoquinoline-2-carboxylate